tert-Butyl 5-methoxy-3-(1-methyl-2-oxopyrrolidin-3-yl)-1H-indole-1-carboxylate COC=1C=C2C(=CN(C2=CC1)C(=O)OC(C)(C)C)C1C(N(CC1)C)=O